2-amino-3-(1H-indol-4-yl)-propionic acid NC(C(=O)O)CC1=C2C=CNC2=CC=C1